NC(CCN(NC([C@H](CC1CCCCC1)NC(=O)C=1NC2=CC=CC=C2C1)=O)C(C(F)Cl)=O)=O N-[(1S)-2-[2-(3-amino-3-oxo-propyl)-2-(2-chloro-2-fluoroacetyl)hydrazino]-1-(cyclohexylmethyl)-2-oxo-ethyl]-1H-indole-2-carboxamide